The molecule is the simplest borane, consisting of a single boron atom carrying three hydrogens. It is a member of boranes and a mononuclear parent hydride. B